BrC1=CC(=C(C=C1)[C@@H](C(F)(F)F)N([S@](=O)C(C)(C)C)C)C (R)-N-[(1S)-1-(4-bromo-2-methyl-phenyl)-2,2,2-trifluoro-ethyl]-N,2-dimethyl-propane-2-sulfinamide